COC=1C=C2CCN(C(C2=CC1OC)C1=CC=C(C=C1)OC)CCCC1OC(C2=CC=CC=C12)=O 3-(3-(6,7-dimethoxy-1-(4-methoxyphenyl)-3,4-dihydroisoquinolin-2(1H)-yl)propyl)isobenzofuran-1(3H)-one